CN(C)[C@@H]1CC[C@@H](CC1)C cis-N,N-dimethylamino-4-methylcyclohexane